(7R,14R)-1-(difluoromethoxy)-11-(4-((dimethylphosphoryl)methyl)-3-fluorophenyl)-6-(methyl-d3)-6,7-dihydro-7,14-methanobenzo[f]benzo[4,5]imidazo[1,2-a][1,4]diazocin-5(14H)-one FC(OC1=CC=CC=2C(N([C@H]3C=4N([C@@H](C21)C3)C3=C(N4)C=CC(=C3)C3=CC(=C(C=C3)CP(=O)(C)C)F)C([2H])([2H])[2H])=O)F